N-(4-phenyl-aminophenyl)methacrylamide ethyl-(2S)-2-(tert-butoxycarbonylamino)-3-(4-chlorophenyl)propanoate C(C)OC([C@H](CC1=CC=C(C=C1)Cl)NC(=O)OC(C)(C)C)=O.C1(=CC=CC=C1)C1=CC(=C(C=C1)NC(C(=C)C)=O)N